decendicarboxylic acid C(=CCCCCCCCC)(C(=O)O)C(=O)O